4-[2-Cyclopropyl-6-(6-{[(4R)-2,2-dimethyl-1,3-dioxolan-4-yl]methoxy}-1-oxo-3H-isoindol-2-yl)pyridin-4-yl]-3-(4-methyl-1,2,4-triazol-3-yl)benzonitrile C1(CC1)C1=NC(=CC(=C1)C1=C(C=C(C#N)C=C1)C1=NN=CN1C)N1C(C2=CC(=CC=C2C1)OC[C@H]1OC(OC1)(C)C)=O